1-n-butyl-1-methylpyrrolidinium tetrafluoroborate F[B-](F)(F)F.C(CCC)[N+]1(CCCC1)C